2,4,5,6,7,8-hexahydro-5,8-epoxycyclohepta[c]pyrazole-3-carboxamide N=1NC(=C2C1C1CCC(C2)O1)C(=O)N